2-[(1Z)-1-({4-[(2,4-difluorophenoxy)methyl]phenyl}methylene)-5-fluoro-2-methyl-1H-inden-3-yl]acetic acid FC1=C(OCC2=CC=C(C=C2)\C=C/2\C(=C(C3=CC(=CC=C23)F)CC(=O)O)C)C=CC(=C1)F